3-methyl-5-phenylpentanamide CC(CC(=O)N)CCC1=CC=CC=C1